CC(C(=O)N[C@@H]([C@@H](C)CC)C(=O)N[C@H](CCC(=O)OCC)C(=O)OCC)(C)C1=CC=C(C=C1)C Diethyl (2-methyl-2-(p-tolyl)propanoyl)-L-isoleucyl-D-glutamate